tert-butyl-[2-(5-fluoro-2-pyridinyl)-2-methoxy-ethoxy]-dimethyl-silane C(C)(C)(C)[Si](C)(C)OCC(OC)C1=NC=C(C=C1)F